(S,E)-2-(3-hydroxy-3,7,11-trimethyldodeca-6,10-dien-1-yl)-3,5,6-trimethylbenzene-1,4-diol O[C@](CCC1=C(C(=C(C(=C1C)O)C)C)O)(CC\C=C(\CCC=C(C)C)/C)C